C(C)(C)(C)[Si](OCCN1N=C(C(=C1C(=O)O)I)C)(C)C 2-[2-[tert-butyl-(dimethyl)silyl]oxyethyl]-4-iodo-5-methyl-pyrazole-3-carboxylic acid